2,2''-BIS[1-(DIPHENYLPHOSPHINO)ETHYL]-1,1''-BIFERROCENE C1(=CC=CC=C1)P(C(C)C=1[C-](C=CC1)[C-]1C(=CC=C1)C(C)P(C1=CC=CC=C1)C1=CC=CC=C1)C1=CC=CC=C1.[CH-]1C=CC=C1.[Fe+2].[CH-]1C=CC=C1.[Fe+2]